holmium-copper [Cu].[Ho]